ClC1=CC(=NC(=N1)OCC1(CC1)N(C)C)N1C[C@@](CCC1)(O)C (3R)-1-(6-chloro-2-{[1-(dimethylamino)cyclopropyl]methoxy}pyrimidin-4-yl)-3-methylpiperidin-3-ol